3-[5-methoxy-2-(trifluoromethyl)quinazolin-4-yl]propionitrile COC1=C2C(=NC(=NC2=CC=C1)C(F)(F)F)CCC#N